C(OCCCN1C(C(NC2=CC=CC=C12)=O)=O)(OC(C)C)=O (2,3-dioxo-3,4-dihydroquinoxalin-1(2H)-yl)propyl isopropyl carbonate